2-amino-5-(dimethylamino)benzoic acid NC1=C(C(=O)O)C=C(C=C1)N(C)C